N1=C(C=CC2=C1NC1=CC=CC=C21)N 9H-pyrido[2,3-b]indol-2-amine